ClC1=CC=C(C=N1)CNC=1C=2C=CN=C(C2C=CC1)NCC1=C(C=C(C=C1)OC)OC N5-((6-chloropyridin-3-yl)methyl)-N1-(2,4-dimethoxybenzyl)isoquinoline-1,5-diamine